C(#C)C=1C(=CC=C2C=CC=C(C12)C1=C(C=C2C(=NC(=NC2=C1F)OC[C@]12CCCN2C[C@@H](C1)F)N1C[C@@H](NCC1)CC#N)F)F 2-((2S)-4-(7-(8-ethynyl-7-fluoronaphth-1-yl)-6,8-difluoro-2-(((2R,7aS)-2-fluorotetrahydro-1H-pyrrolizin-7a(5H)-yl)methoxy)quinazolin-4-yl)piperazin-2-yl)acetonitrile